FC(C(C)O)O 1-fluoro-1,2-propanediol